CN1N=C2[C@@H](N(CCC2=C1C1=CC=CC=C1)C(=O)C=1C=C2C=CC=NC2=CC1)C (S)-(2,7-dimethyl-3-phenyl-2,4,5,7-tetrahydro-6H-pyrazolo[3,4-c]pyridin-6-yl)(quinolin-6-yl)methanone